4-methyl-3-nitro-1H-pyrazole CC=1C(=NNC1)[N+](=O)[O-]